FC(CCN1C[C@H]([C@@H](CC1)OC1=C2C=CNC2=C(C=C1C)C)C1=CC=C(C(=O)OC)C=C1)F methyl 4-((3R,4R)-1-(3,3-difluoropropyl)-4-((5,7-dimethyl-1H-indol-4-yl)oxy)piperidin-3-yl)benzoate